C(#N)C1(CCN(CC1)C1=C2C(=NC=C1C(=O)N1CCN(CC1)S(=O)(=O)N(C)C)C=CS2)C2=CC=CC=C2 4-(7-(4-Cyano-4-phenylpiperidin-1-yl)thieno[3,2-b]pyridine-6-carbonyl)-N,N-dimethylpiperazine-1-sulfonamide